CN(C1COC1)CC1=CC(=NN1C)[N+](=O)[O-] N-Methyl-N-((1-methyl-3-nitro-1H-pyrazol-5-yl)methyl)oxetan-3-amine